COC1=C(C2=C(C(CO2)(C)C)C=C1)S(=O)(=O)NC(=O)C1=NC2=C(C=CC(=C2C=C1)C1=NC=CC=C1)C N-((6-methoxy-3,3-dimethyl-2,3-dihydrobenzofuran-7-yl)sulfonyl)-8-methyl-5-(pyridin-2-yl)quinoline-2-carboxamide